C(#N)C=1C=C(C=CC1)C=1N=C(SC1C1=CC(=NC(=C1)C)C)NC(=O)N1CCC2(CNC(N2C)=O)CC1 N-[4-(3-Cyanophenyl)-5-(2,6-dimethyl-4-pyridyl)thiazol-2-yl]-1-methyl-2-oxo-1,3,8-triazaspiro[4.5]decane-8-carboxamide